3-(4-methyl-1-oxo-1,3-dihydroisobenzofuran-5-yl)-5-oxopiperazin CC1=C2COC(C2=CC=C1C1CNCC(N1)=O)=O